(E)-2-isopropyl-5-methyl-2-hexenal C(C)(C)/C(/C=O)=C\CC(C)C